O1N[C@H](CC1)C=1C=C(C(=O)O)C=CC1 (R)-3-(isoxazolidin-3-yl)benzoic acid